C(\C=C/C(=O)OCCCCCCCCCCCCCC)(=O)OCCCCCCCCCCCCCC dimyristyl maleate